N(=[N+]=[N-])C1=C(C=C(C=C1)/C(=C/C(=O)OCC)/C)C#N ethyl (E)-3-(4-azido-3-cyanophenyl)but-2-enoate